C(#N)C1=NN(C=C1C1=NC(=NC=C1C#N)N1C[C@H](N(CC1)C(=O)C1CC1)C)C 4-(3-cyano-1-methyl-1H-pyrazol-4-yl)-2-[(3R)-4-(cyclopropylcarbonyl)-3-methylpiperazin-1-yl]pyrimidine-5-carbonitrile